CC(C(=O)N1CC2(CC2)C[C@H]1C(=O)N[C@@H](C[C@H]1C(NCC1)=O)C(COC(F)(F)F)=O)(C)[2H] (S)-5-(2-methylpropanoyl-2-d)-N-((S)-3-oxo-1-((S)-2-oxopyrrolidin-3-yl)-4-(trifluoromethoxy)butan-2-yl)-5-azaspiro[2.4]heptane-6-carboxamide